tert-butyl N-[(4-fluoro-3-hydroxyphenyl)methyl]carbamate FC1=C(C=C(C=C1)CNC(OC(C)(C)C)=O)O